C(C(C)C)N1N=C(C2=C1SC(=C2)C(=O)NC2CCC(CC2)N2CC(C2)OC)C 1-isobutyl-N-((1r,4r)-4-(3-methoxyazetidin-1-yl)cyclohexyl)-3-methyl-1H-thieno[2,3-c]pyrazole-5-carboxamide